6-(4-amino-2,6-dichlorophenoxy)-2-(3-(trifluoromethoxy)benzyl)-3,4-dihydroisoquinolin-1(2H)-one NC1=CC(=C(OC=2C=C3CCN(C(C3=CC2)=O)CC2=CC(=CC=C2)OC(F)(F)F)C(=C1)Cl)Cl